FC1=C(OC2=CC(=NC=C2)C(=O)NC2C3C(C4=C(N(C2=O)C)N=CC=C4)C3)C=CC=C1 4-(2-fluorophenoxy)-N-(cis-4-methyl-3-oxo-1,1a,2,3,4,8b-hexahydrocyclopropa[d]pyrido[2,3-b]azepin-2-yl)pyridinecarboxamide